(S)-3-(4-(6'-chloro-2'-oxospiro[cyclopropane-1,3'-indoline]-1'-yl)phenyl)-2-(2,6-dichlorobenzoylamino)propionic acid ClC1=CC=C2C3(C(N(C2=C1)C1=CC=C(C=C1)C[C@@H](C(=O)O)NC(C1=C(C=CC=C1Cl)Cl)=O)=O)CC3